4-(picolinimidamido)-N-(5-(picolinimidamido)pyridin-2-yl)benzamide di-hydrochloride Cl.Cl.N1=C(C=CC=C1)C(NC1=CC=C(C(=O)NC2=NC=C(C=C2)NC(C2=NC=CC=C2)=N)C=C1)=N